6-sulfo-2-naphthalenecarboxylic acid S(=O)(=O)(O)C=1C=C2C=CC(=CC2=CC1)C(=O)O